methyl 2-(2-(2-fluorophenyl)-3,4-dihydro-2H-pyrrol-5-yl)hydrazine-1-carboxylate FC1=C(C=CC=C1)C1N=C(CC1)NNC(=O)OC